COC=1C=2N(C=C(C1)C(=O)NC1=NC(=CC=C1)C(F)(F)F)C=C(N2)C2CCOCC2 8-methoxy-2-tetrahydropyran-4-yl-N-[6-(trifluoromethyl)-2-pyridyl]imidazo[1,2-a]pyridine-6-carboxamide